C(C)(C)(C)C1=CC=C(N1)C=O 5-tert-butyl-1H-pyrrole-2-carbaldehyde